P(=O)(O)(O)C(C)CC 2-phosphono-butane